2-(1-(1-(2,6-bis(benzyloxy)pyridin-3-yl)-3-methyl-2-oxo-2,3-dihydro-1H-benzo[d]imidazol-5-yl)piperidin-4-yl)-2-methylpropanoic acid C(C1=CC=CC=C1)OC1=NC(=CC=C1N1C(N(C2=C1C=CC(=C2)N2CCC(CC2)C(C(=O)O)(C)C)C)=O)OCC2=CC=CC=C2